2-(2,6-dioxopiperidin-3-yl)-4-(piperazin-1-yl-2,2,3,3,5,5,6,6-d8)isoindoline-1,3-dione O=C1NC(CCC1N1C(C2=CC=CC(=C2C1=O)N1C(C(NC(C1([2H])[2H])([2H])[2H])([2H])[2H])([2H])[2H])=O)=O